ClC=1C(=C(CN2CC(N(CC2)C2CCC23CCNCC3)C3=C(C=CC=C3)C(C)C)C=CC1)OC (4-(3-chloro-2-methoxybenzyl)-2-(2-isopropylphenyl)piperazin-1-yl)-7-azaspiro[3.5]nonane